2-(3-chlorophenyl)-2-(1-(4-(2-hydroxyethyl)piperidine-1-carbonyl)piperidin-4-ylidene)acetonitrile ClC=1C=C(C=CC1)C(C#N)=C1CCN(CC1)C(=O)N1CCC(CC1)CCO